ClC1=C(C(=C(N=N1)C(=O)N[2H])NC1=C(C(=CC=C1)C1=NN(C(=N1)N1CC2(COC2)C1)C)OC)C 6-chloro-4-{[2-methoxy-3-(1-methyl-5-{2-oxa-6-azaspiro[3.3]heptan-6-yl}-1H-1,2,4-triazol-3-yl)phenyl]amino}-N-deutero-methylpyridazine-3-carboxamide